O[C@H]1[C@H](O[C@@]2([C@@H](CCO2)NC(=O)C2=CC(NC3=CC=CC=C23)=O)[C@@H]([C@H]1N1N=NC(=C1)C1=CC(=C(C(=C1)F)F)F)O)CO N-((4R,5S,7R,8R,9S,10R)-8,10-dihydroxy-7-(hydroxymethyl)-9-(4-(3,4,5-trifluorophenyl)-1H-1,2,3-triazol-1-yl)-1,6-dioxaspiro[4.5]dec-4-yl)-2-oxo-1,2-dihydroquinoline-4-carboxamide